5-Bromo-7-methyl-4-nitroindazole BrC=1C(=C2C=NNC2=C(C1)C)[N+](=O)[O-]